BrC=1C(=C(C=CC1)N1C(C(C2=CC=C(C=C12)N1C[C@H](N(C[C@@H]1C)C(=O)OC(C)(C)C)C)(C)C)=O)C(N)=O tert-butyl (2R,5S)-4-(1-(3-bromo-2-carbamoylphenyl)-3,3-dimethyl-2-oxoindolin-6-yl)-2,5-dimethylpiperazine-1-carboxylate